tert-butyl (2R,4R)-4-(2,3-dichloro-6-methoxyphenyl)-2-(3-methoxy-3-oxopropyl)pyrrolidine-1-carboxylate ClC1=C(C(=CC=C1Cl)OC)[C@H]1C[C@H](N(C1)C(=O)OC(C)(C)C)CCC(=O)OC